N-[4-(9H-carbazole-9-yl)phenyl]-N-phenylanthracene-2-amine C1=CC=CC=2C3=CC=CC=C3N(C12)C1=CC=C(C=C1)N(C1=CC2=CC3=CC=CC=C3C=C2C=C1)C1=CC=CC=C1